N(C#N)[S@@](=NC(CC1=C(C=C(C=C1C(C)C)F)C(C)C)=O)(=O)C=1SC(=CN1)C(C)(C)O (R)-N-(cyanamido(5-(2-hydroxypropan-2-yl)thiazol-2-yl)(oxo)-λ6-sulfaneylidene)-2-(4-fluoro-2,6-diisopropylphenyl)acetamide